CN1C(=NC(=C1)C(F)(F)F)C=1C(=NN2C1NC(CC2)=O)CC2=CC=CC=C2 1-methyl-4-(trifluoromethyl)-1H-imidazol-2-yl-(benzyl)-6,7-dihydropyrazolo[1,5-a]pyrimidin-5(4H)-one